ethyl (2S)-2-[[(2S)-2-amino-3-[3,5-bis(2-chloroethylsulfanyl)phenyl]propanoyl]amino]-3-phenyl-propanoate N[C@H](C(=O)N[C@H](C(=O)OCC)CC1=CC=CC=C1)CC1=CC(=CC(=C1)SCCCl)SCCCl